6-((1R,4S)-2-oxa-5-azabicyclo[2.2.1]heptan-5-yl)pyridin-3-amine [C@H]12OC[C@@H](N(C1)C1=CC=C(C=N1)N)C2